C1(=CC=CC=C1)NC(=O)NC1=CC=C(C=C1)NC1=NC=NC(=C1)N1C=NC=C1 N-PHENYL-N'-(4-{[6-(1H-IMIDAZOL-1-YL)-4-PYRIMIDINYL]AMINO}PHENYL)UREA